[C@H](C)(CC)NC=1N=CC2=C(N1)NC=C2C=2C=CC=1N(N2)C(=CN1)C(F)F (S)-N-(sec-butyl)-5-(3-(difluoromethyl)imidazo[1,2-b]pyridazin-6-yl)-7H-pyrrolo[2,3-d]pyrimidin-2-amine